FC(COCC1CO1)(C(F)F)F 3-(2,2,3,3-tetrafluoropropoxy)-1,2-propylene oxide